C(CC)(=O)OCC(=O)OC(C)C1CC(CCC1)(C)C 2-[1-(3,3-Dimethylcyclohexyl)ethoxy]-2-oxoethyl propionate